NC1=NN2C(C=C(C=C2)C=2C(=C(C(=O)NCC(C(O)C3=CC(=CC=C3)F)(F)F)C(=CC2)Cl)F)=N1 3-{2-amino-[1,2,4]triazolo[1,5-a]pyridin-7-yl}-6-chloro-N-[2,2-difluoro-3-(3-fluorophenyl)-3-hydroxypropyl]-2-fluorobenzamide